CN1C(CC[C@H]1C=1C=NC=CC1)=O (5S)-1-methyl-5-(pyridine-3-yl)pyrrolidine-2-one